OCCN(CCCCCCCOC(=O)OC(CCCCCC)CCCCCCCC)CCCCCCCOC(=O)OC(CCCCCC)CCCCCCCC N-(2-hydroxyethyl)-N,N-di(7-(pentadecan-7-oxycarbonyloxy)heptyl)amine